1-[(1-ethyl-1H-pyrazol-4-yl)methyl]-3-{3-fluoro-6-[(2R)-2-methylmorpholin-4-yl]-4-(trifluoromethyl)pyridin-2-yl}-4,5-dimethyl-1,3-dihydro-2H-imidazol-2-one C(C)N1N=CC(=C1)CN1C(N(C(=C1C)C)C1=NC(=CC(=C1F)C(F)(F)F)N1C[C@H](OCC1)C)=O